FC=1C=C(CCNC(C(=O)N[C@@H]2C(N(C3=C(OC2)C=CC(=C3)C#CCN3CCC(CC3)=O)C)=O)=O)C=CC1 (S)-N1-(3-fluorophenethyl)-N2-(5-methyl-4-oxo-7-(3-(4-oxopiperidin-1-yl)prop-1-yn-1-yl)-2,3,4,5-tetrahydrobenzo[b][1,4]oxazepin-3-yl)oxalamide